1-(6-chlorobenzo[d][1,3]dioxol-4-yl)-N-(piperidin-4-ylmethyl)methanamine ClC=1C=C(C2=C(OCO2)C1)CNCC1CCNCC1